[Na].C(CCCCCCCCCCC)O n-dodecyl alcohol sodium